NC1=NC(N(C=C1C)[C@@H]1O[C@@H]([C@H](C1)N=[N+]=[N-])CO)=O 4-amino-1-((2R,4S,5S)-4-azido-5-(hydroxymethyl)tetrahydrofuran-2-yl)-5-methylpyrimidin-2(1H)-one